CC1CC2=C(NN=C2C(=O)N[C@H]2COC3=C(N(C2=O)C)C=CC=C3)CO1 5-methyl-N-[(3S)-5-methyl-4-oxo-2,3-dihydro-1,5-benzoxazepin-3-yl]-1,4,5,7-tetrahydropyrano[3,4-c]pyrazole-3-carboxamide